ClC=1C=CC(=C(N[C@H](C)C=2C=C(C=C3C(C(=C(OC23)N2CCC(CC2)(C)C)C)=O)C)C1)C=1C=CC2=C(C=NOB2O)C1 8-[(1R)-1-[5-chloro-2-(1-hydroxy-2,3,1-benzoxazaborinin-6-yl)anilino]ethyl]-2-(4,4-dimethyl-1-piperidyl)-3,6-dimethyl-chromen-4-one